(1,3-bis(2,4,6-trimethylphenyl)-2-imidazolidinylidene)dichloro(benzylidene)(tricyclohexylphosphine) ruthenium [Ru].CC1=C(C(=CC(=C1)C)C)N1C(N(CC1)C1=C(C=C(C=C1C)C)C)=C1C(C(C(CC1)(P(C1CCCCC1)C1CCCCC1)Cl)=CC1=CC=CC=C1)Cl